(R)-N2-(cyclohexylmethyl)-N4-(1-cyclopropylethyl)-8-(1,2,3,6-tetrahydropyridin-4-yl)quinazoline-2,4-diamine C1(CCCCC1)CNC1=NC2=C(C=CC=C2C(=N1)N[C@H](C)C1CC1)C=1CCNCC1